[1,2,4]triazolo-[3,4-i]purine N=1N=CN2C=NC=3N=CNC3C21